C1(CC1)N1C=C(C=C(C1=O)C=1C=NN(C1O)C)C(=O)OC methyl 1-cyclopropyl-5-(5-hydroxy-1-methylpyrazol-4-yl)-6-oxopyridine-3-carboxylate